CN1C(C2=CC=CC=C2C(=C1)C=1OC=CN1)=O 2-methyl-4-(1,3-oxazol-2-yl)isoquinolin-1-one